tert-butyl 6-(3,6-dichloro-1,2,4-triazine-5-yl)-7-oxo-2-azaspiro[3.5]nonane-2-carboxylate ClC=1N=NC(=C(N1)C1CC2(CN(C2)C(=O)OC(C)(C)C)CCC1=O)Cl